1-(3-chlorobenzyl)-3-(6-(((6-cyclopropylimidazo[1,2-a]pyridin-2-yl)methyl)amino)pyrimidin-4-yl)-1-methylurea ClC=1C=C(CN(C(=O)NC2=NC=NC(=C2)NCC=2N=C3N(C=C(C=C3)C3CC3)C2)C)C=CC1